5,6-dichloro-1-[(4-methoxyphenyl)methyl]spiro[indol-3,3'-pyrrolidin]-2-one ClC=1C=C2C(=CC1Cl)N(C(C21CNCC1)=O)CC1=CC=C(C=C1)OC